5-(3-isopropyl-5-(1-(2-methoxyethyl)piperidin-4-yl)-1H-indol-2-yl)-1-methyl-3-(1-methyl-1H-pyrazol-4-yl)pyridin-2(1H)-one C(C)(C)C1=C(NC2=CC=C(C=C12)C1CCN(CC1)CCOC)C=1C=C(C(N(C1)C)=O)C=1C=NN(C1)C